C(CCCCCCCCCCC)C1=C(C=CC=C1)NC(=O)C(=O)NC1=C(C=CC=C1)OCC N-(2-dodecylphenyl)-N'-(2-ethoxyphenyl)oxamide